N-(3-nitro-4-pyridyl)-6-spiro[2H-benzofuran-3,1'-cyclopropane]-4-yloxy-pyridin-3-amine [N+](=O)([O-])C=1C=NC=CC1NC=1C=NC(=CC1)OC1=CC=CC2=C1C1(CC1)CO2